NC=1C2=C(N=C(N1)C)C=CC(=N2)C2=NC=CC(=C2)C2=NOC(=C2)[C@]2(C(N(CC2)C)=O)O (R)-3-(3-(2-(4-amino-2-methylpyrido[3,2-d]pyrimidin-6-yl)pyridin-4-yl)isoxazol-5-yl)-3-hydroxy-1-methylpyrrolidin-2-one